2-(1,4-dimethylpiperidin-4-yl)-5-((2R,5S)-5-methylpiperidin-2-yl)benzo[d]thiazole CN1CCC(CC1)(C)C=1SC2=C(N1)C=C(C=C2)[C@@H]2NC[C@H](CC2)C